BrC1=CC(=C(C(=O)NC2=C(C(=C(C=C2)Br)F)C)C=C1)C 4-bromo-N-(4-bromo-3-fluoro-2-methyl-phenyl)-2-methyl-benzamide